C1(=CC(=CC=C1)CN)CN m-xylene-α,α'-diamine